The molecule is an amino-acid cation obtained by deprotonation of the carboxy group and protonation of the two amino groups of (3R)-3-methyl-D-ornithine; major species at pH 7.3. It is a conjugate acid of a (3R)-3-methyl-D-ornithine. C[C@H](CC[NH3+])[C@H](C(=O)[O-])[NH3+]